tert-butyl (7-((4-bromophenyl)sulfonamido)heptyl)carbamate BrC1=CC=C(C=C1)S(=O)(=O)NCCCCCCCNC(OC(C)(C)C)=O